FC1=C(CC2=CN=C(N2)C2=C(C=CC=C2)F)C=CC(=C1)B1OC(C(O1)(C)C)(C)C 5-(2-Fluoro-4-(4,4,5,5-tetramethyl-1,3,2-dioxaborolan-2-yl)benzyl)-2-(2-fluorophenyl)-1H-imidazole